OC1=CC=C(C=C1)C1CCC(CC1)=NO 4-(4-Hydroxyphenyl)cyclohexanone oxime